C(C1=CC=CC=C1)SC1=CC(=C(NC2=NC=C(C(=N2)NC2CCCC23CC3)/C=C/C(=O)OC)C=C1)C Methyl (E)-3-[2-(4-benzylsulfanyl-2-methyl-anilino)-4-(spiro[2.4]heptan-7-ylamino) pyrimidin-5-yl]prop-2-enoate